CC=1OC2=C(C1)C=CC=C2 2-METHYL-BENZOFURAN